dioctyl-tin dinonanoate C(CCCCCCCC)(=O)[O-].C(CCCCCCCC)(=O)[O-].C(CCCCCCC)[Sn+2]CCCCCCCC